C(CCCCCCCCCCCCCCCCC)OC(C=C)=O.[Cl-].C(C=C)(=O)NCCC[N+](C)(C)C acrylamidopropyl-trimethyl-ammonium chloride stearyl-acrylate